N-cyclopentyl-2-(2,7-diazaspiro[3.5]nonan-7-yl)benzo[d]thiazole-6-carboxamide C1(CCCC1)NC(=O)C1=CC2=C(N=C(S2)N2CCC3(CNC3)CC2)C=C1